BrC(C)C=1C=C2C(=C(C(=NC2=CN1)Cl)C#N)Cl 6-(1-bromoethyl)-2,4-dichloro-1,7-naphthyridine-3-carbonitrile